C(C)C(C(CC)CC)P(O)(=O)C(C(CC)CC)CC bis(1,2-diethylbutyl)phosphinic acid